3-amino-3-(4-boronophenyl)propanoic acid NC(CC(=O)O)C1=CC=C(C=C1)B(O)O